OC=1C=C(CNC=2C(N(C(=NN2)C2=C(C=C(C=C2)C(F)(F)F)OC)C)=O)C=CC1 6-((3-Hydroxybenzyl)amino)-3-(2-methoxy-4-(trifluoromethyl)phenyl)-4-methyl-1,2,4-triazin-5(4H)-one